FC=1C(=CC(=NC1)C1=CN=NN1C)OC1CN(C1)C=O (3-((5-fluoro-2-(1-methyl-1H-1,2,3-triazol-5-yl)pyridin-4-yl)oxy)azetidin-1-yl)methanone